1-(4-(aminomethyl)phenyl)-N,N-dimethylmethanamine hydrochloride CN(C)CC1=CC=C(C=C1)CN.Cl